CN(CC(=O)N1CCC(CC1)C=1C=C2C(=C(NC2=CC1)C=1C=C(C=2N(C1C)N=NN2)C)C(C)C)C 2-(dimethylamino)-1-(4-(2-(5,8-dimethyltetrazolo[1,5-a]pyridin-6-yl)-3-isopropyl-1H-indol-5-yl)piperidin-1-yl)ethan-1-one